C(C=C)(=O)OC(C(=O)O)(C)C acryloyloxy-2-methylpropionic acid